C1(CC1)N1CCC(CC1)N1CCC(CC1)C=1C=C(C=2N(C1)C=C(N2)C2=CC(=C(C=C2)OC)F)C 6-(1'-cyclopropyl-[1,4'-bipiperidin]-4-yl)-2-(3-fluoro-4-methoxyphenyl)-8-methylimidazo[1,2-a]pyridine